butyl N-[6-[[[(1-methyltetrazol-5-yl)-phenyl-methylene]amino]oxymethyl]-2-pyridyl]carbamate CN1N=NN=C1C(C1=CC=CC=C1)=NOCC1=CC=CC(=N1)NC(OCCCC)=O